(3S,4R)-benzyl 2-acetamido-3-allyl-2-(tert-butylcarbamoyl)-7-azabicyclo[2.2.1]heptane-7-carboxylate C(C)(=O)NC1(C2CC[C@H]([C@@H]1CC=C)N2C(=O)OCC2=CC=CC=C2)C(NC(C)(C)C)=O